CN1C=NC2=C1C(=CC=C2)C(=O)N 3-methyl-1,3-benzodiazole-4-carboxamide